C(CCCC)C1=CC=C(C=C1)C1=CC=C(C=C1)C#N 4'-amyl-biphenyl-4-carbonitrile